FC1=C(C=C(CN2C(C3=CC=CC=C3C=N2)=O)C=C1)C(=O)N1CCNCC1 (4-fluoro-3-(piperazine-1-carbonyl)benzyl)phthalazin-1(2H)-one